C(C)(=O)ON=C(C)C=1C=CC=2N(C3=CC=C(C=C3C2C1)C(C1=C(C=CC=C1)C)=O)CC [1-[9-ethyl-6-(2-methylbenzoyl)carbazol-3-yl]-ethylideneamino] acetate